3-{[2-chloro-3-(trifluoromethyl)phenyl](hydroxy)methyl}-4-[(2-chloro-6-fluorophenyl)methyl]-4,5-dihydro-1,2,4-oxadiazol-5-one ClC1=C(C=CC=C1C(F)(F)F)C(C1=NOC(N1CC1=C(C=CC=C1F)Cl)=O)O